COC=1C=2N(C=C(N1)NC(=O)C=1C=CC(=C3C=CN=NC13)N1CCN(CC1)C(=O)OC(C)(C)C)C=C(N2)C tert-butyl 4-[8-({8-methoxy-2-methylimidazo[1,2-a]pyrazin-6-yl}carbamoyl)cinnolin-5-yl]piperazine-1-carboxylate